ClC1=CC=C(C(=N1)C(=O)O)NC(C)C1=C2N=C(C(=NC2=CC(=C1)C)C#N)N1CCC(CC1)(C(F)(F)F)C 6-chloro-3-((1-(2-cyano-7-methyl-3-(4-methyl-4-(trifluoromethyl)piperidin-1-yl)quinoxalin-5-yl)ethyl)amino)picolinic acid